ClC=1C=C(C=C(C1)Cl)C1(CC(=NO1)N1CC=2C=NC(=CC2C1)C(=O)N1CCC(CC1)C#N)C(F)(F)F 1-(2-(5-(3,5-dichlorophenyl)-5-(trifluoromethyl)-4,5-dihydroisoxazol-3-yl)-2,3-dihydro-1H-pyrrolo[3,4-c]pyridine-6-carbonyl)piperidine-4-carbonitrile